2-(imidazol-1-ylmethoxy)ethyltrimethylsilane N1(C=NC=C1)COCC[Si](C)(C)C